C(C)(C)(C)OC(=O)N(C1CC(N(CC1)C(=O)OCC1=CC=CC=C1)(C)C)CC benzyl 4-[tert-butoxycarbonyl(ethyl)amino]-2,2-dimethyl-piperidine-1-carboxylate